N-(3-(2-(4-fluorophenyl)-6-(prop-1-en-2-yl)pyridin-4-yl)-3-methylbutan-2-yl)-2-methylpropane-2-sulfinamide FC1=CC=C(C=C1)C1=NC(=CC(=C1)C(C(C)NS(=O)C(C)(C)C)(C)C)C(=C)C